C1=CC=C2C=C(C=CC=C12)C(=O)[O-] azulene-5-carboxylate